2,2-difluorocyclopropane-1-amine hydrochloride Cl.FC1(C(C1)N)F